5,5-dimethyl-1,2-oxathiolane-2,2-dioxide CC1(CCS(O1)(=O)=O)C